beta-glucosyl-glyceramide benzyl-((1S)-((1R,4S)-4-methylcyclohexyl)(6-(((5R)-2-oxo-5-(trifluoromethyl)piperidin-3-yl)methyl)imidazo[1,2-b]pyridazin-2-yl)methyl)carbamate C(C1=CC=CC=C1)N(C(O)=O)[C@H](C=1N=C2N(N=C(C=C2)CC2C(NC[C@@H](C2)C(F)(F)F)=O)C1)C1CCC(CC1)C.[C@@H]1([C@H](O)[C@@H](O)[C@H](O)[C@H](O1)CO)C(C(=O)N)(O)CO